7-(chloromethyl)-3-ethyl-1H-1,5-naphthyridin-2-one HCl Cl.ClCC1=CN=C2C=C(C(NC2=C1)=O)CC